di-n-butyl thiophosphite P(SCCCC)(OCCCC)[O-]